C(C(C)C)NC1=CC=C(C=C1)NCC(C)C N,N'-di-iso-butyl-1,4-phenylenediamine